2-(4-(2-hydroxyethyl)piperazin-1-yl)-acetic acid OCCN1CCN(CC1)CC(=O)O